4-(2-{[(2R,7aS)-2-fluoro-hexahydro-1H-pyrrolizin-7a-yl]methoxy}-8-fluoro-4-[2-(hydroxymethyl)morpholin-4-yl]quinazolin-7-yl)-5-ethynyl-6-fluoronaphthalen-2-ol F[C@@H]1C[C@@]2(CCCN2C1)COC1=NC2=C(C(=CC=C2C(=N1)N1CC(OCC1)CO)C1=CC(=CC2=CC=C(C(=C12)C#C)F)O)F